Tert-butyl (S)-5-amino-5-oxo-4-(1-oxo-4-((4-((R)-1-(4-(pyrimidin-4-yl)piperazin-1-yl)ethyl)benzyl)oxy)isoindolin-2-yl)pentanoate NC([C@H](CCC(=O)OC(C)(C)C)N1C(C2=CC=CC(=C2C1)OCC1=CC=C(C=C1)[C@@H](C)N1CCN(CC1)C1=NC=NC=C1)=O)=O